FC(N1N=C(N=N1)C1(N(CCNC1)C(=O)C1(CC=NC=C1)C=1OC2=C(CN(CC2)C(=O)[O-])N1)CC1=CC=CC=C1)F 2-(4-((2-(difluoromethyl)-2H-tetrazol-5-yl) (phenyl) methylpiperazine-1-carbonyl) pyridin-4-yl)-6,7-dihydrooxazolo[4,5-c]pyridine-5(4H)-carboxylate